N-acetyl-(R)-3-(4'-aminophenyl)-2-methoxypropionic acid C(C)(=O)NC1=CC=C(C=C1)C[C@H](C(=O)O)OC